C1(CCC1)C1=NC(=CC(=N1)N1CC2(C=3C=NC(=CC31)NC(C)=O)CC2)C N-(1'-(2-cyclobutyl-6-methylpyrimidin-4-yl)-1',2'-dihydrospiro[cyclopropane-1,3'-pyrrolo[3,2-c]pyridin]-6'-yl)acetamide